CC1=CC2=C(N=C(O2)S)C=C1 6-methylbenzo[d]oxazole-2-thiol